tert-butyl-(3aR,6aS)-5-(1-oxo-1,3-dihydroisobenzofuran-5-yl)hexa-hydropyrrolo[3,4-c]pyrrole C(C)(C)(C)C1NC[C@H]2[C@H]1CN(C2)C=2C=C1COC(C1=CC2)=O